(3S,10R)-7-(4-acryloylpiperazin-1-yl)-10-(2,4-difluorophenyl)-3-(methoxymethyl)-9-(trifluoromethyl)-2,3-dihydro-5H-[1,4]thiazino[2,3,4-ij]quinazolin-5-one C(C=C)(=O)N1CCN(CC1)C1=NC(N2C3=C(C(=C(C=C13)C(F)(F)F)C1=C(C=C(C=C1)F)F)SC[C@@H]2COC)=O